2-[(4-{3-[(4-cyano-2-fluorobenzyl)oxy]pyrazin-2-yl}piperidin-1-yl)methyl]-1-(1,3-oxazol-2-ylmethyl)-1H-benzimidazole-6-carboxylic acid, trifluoroacetate salt FC(C(=O)O)(F)F.C(#N)C1=CC(=C(COC=2C(=NC=CN2)C2CCN(CC2)CC2=NC3=C(N2CC=2OC=CN2)C=C(C=C3)C(=O)O)C=C1)F